N-{[3-(4-{[(3S,4R)-1-ethyl-3-fluoropiperidin-4-yl]amino}-1-(2,2,2-trifluoroethyl)-1H-indol-2-yl)-1,2,4-oxadiazol-5-yl]methyl}-1-(2-methoxyethyl)-1H-pyrrole-3-carboxamide C(C)N1C[C@@H]([C@@H](CC1)NC1=C2C=C(N(C2=CC=C1)CC(F)(F)F)C1=NOC(=N1)CNC(=O)C1=CN(C=C1)CCOC)F